(S)-N-(3-(1-((2-ethyl-2H-pyrazolo[3,4-b]pyrazin-6-yl)amino)ethyl)phenyl)-2-(ethylamino)thiazole-5-carboxamide C(C)N1N=C2N=C(C=NC2=C1)N[C@@H](C)C=1C=C(C=CC1)NC(=O)C1=CN=C(S1)NCC